C1(CC1)C=1C(=C(C=CC1)NC1=CC(=NC=C1C(=O)NOC)C1=NC(=CC=C1)F)N(S(=O)(=O)C)C 4-((3-cyclopropyl-2-(N-methylmethanesulfonamido)phenyl)amino)-6-(6-fluoropyridin-2-yl)-N-methoxynicotinamide